COC(=O)N1CC(C1)C1=NC(=NO1)C1=C(C(=C(C(=C1)F)C)NC(=O)C1=CN=C2N1C=C(C=C2)C)F 3-(3-(2,5-difluoro-4-methyl-3-(6-methylimidazo[1,2-a]pyridine-3-carboxamido)phenyl)-1,2,4-oxadiazol-5-yl)azetidine-1-carboxylic acid methyl ester